Cl.N[C@@H](C)C(=O)N L-alaninamide-HCl